2-phenylimidazo[1,2-a]pyridin C1(=CC=CC=C1)C=1N=C2N(C=CC=C2)C1